COC([C@@H](NC([C@H](CCC1=CC=CC=C1)NC(=O)OC(C)(C)C)=O)CSC([2H])([2H])[2H])=O N-((S)-2-((tert-Butoxycarbonyl)amino)-4-phenylbutyryl)-S-(methyl-d3)-L-cysteine methyl ester